N-tert-Butyl-6-chloro-3-[[(1R)-1-[3,6-dimethyl-4-oxo-2-[3-(trifluoromethyl)-1-bicyclo[1.1.1]pentanyl]-chromen-8-yl]ethyl]amino]-pyridine-2-sulfonamide C(C)(C)(C)NS(=O)(=O)C1=NC(=CC=C1N[C@H](C)C=1C=C(C=C2C(C(=C(OC12)C12CC(C1)(C2)C(F)(F)F)C)=O)C)Cl